CC=1SC(=C(N1)C)CN1C(=NC2=C1C=C(C=C2)F)N2C[C@H]([C@@H](CC2)F)N (3R,4R)-1-(1-((2,4-dimethylthiazol-5-yl)methyl)-6-fluoro-1H-benzo[d]imidazol-2-yl)-4-fluoropiperidin-3-amine